COC1=CC=C(CN(C(OC(C)(C)C)=O)C=2SC=C(N2)C2=NC(=CC=C2)N2CCOCC2)C=C1 tert-butyl (4-methoxybenzyl)(4-(6-morpholinopyridin-2-yl)thiazol-2-yl)carbamate